bis(3-trifluoromethyl-4-nitrophenyl)-Oxalat FC(C=1C=C(C=CC1[N+](=O)[O-])OC(C(=O)OC1=CC(=C(C=C1)[N+](=O)[O-])C(F)(F)F)=O)(F)F